C(C)N(C=1C=CC=2C3(C4=CC=C(C=C4OC2C1)NC(OC1=CC=CC=C1)=O)OC(C1=CC=CC=C13)=O)CC Phenyl (3'-(diethylamino)-3-oxo-3H-spiro[isobenzofuran-1,9'-xanthen]-6'-yl)carbamate